8-chloro-4b-(5-chloro-3-methyl-1H-indol-2-yl)-10-methyl-11-phenyl-11,11a-dihydroindeno[2',1':4,5]pyrrolo[1,2-a]indol-12(4bH)-one ClC1=CC=2C(=C3N(C2C=C1)C1(C(C3C3=CC=CC=C3)C(C3=CC=CC=C31)=O)C=3NC1=CC=C(C=C1C3C)Cl)C